N1CCC12CN(CCC2)C2=C1C(=NC=C2C#N)N(C=C1)COCC[Si](C)(C)C 4-(1,6-diazaspiro[3.5]nonan-6-yl)-1-((2-(trimethylsilyl)ethoxy)methyl)-1H-Pyrrolo[2,3-b]pyridine-5-carbonitrile